OC=1C=C2CC[C@@H]([C@@H](C2=CC1)C1=CC=C(C=C1)N1CC2(C1)OC[C@@H](C2)C=O)C2=CC=CC=C2 (R)-2-(4-((1R,2S)-6-hydroxy-2-phenyl-1,2,3,4-tetrahydro-naphthalen-1-yl)phenyl)-5-oxa-2-azaspiro[3.4]octane-7-carbaldehyde